BrC=1C(=C(C(=C(C1[2H])[2H])[2H])N1C2=C(C(=C(C(=C2C=2C(=C(C(=C(C12)[2H])[2H])[2H])[2H])[2H])[2H])[2H])[2H])[2H] 9-(3-bromo-phenyl-d4)-carbazole-1,2,3,4,5,6,7,8-d8